didodecyl-sulfosuccinic acid magnesium salt [Mg+2].C(CCCCCCCCCCC)C(C(C(=O)[O-])S(=O)(=O)[O-])(C(=O)[O-])CCCCCCCCCCCC.C(CCCCCCCCCCC)C(C(C(=O)[O-])S(=O)(=O)[O-])(C(=O)[O-])CCCCCCCCCCCC.[Mg+2].[Mg+2]